NC=1C=C(C=NC1Br)C(=O)OC methyl 5-amino-6-bromo-pyridine-3-carboxylate